C(C)(C)N1N=C2N=C(C=NC2=C1)C=O 2-isopropylpyrazolo[3,4-b]pyrazine-6-carbaldehyde